1-(furan-2-yl)-3-(pyridin-3-yl)quinazoline-2,4(1H,3H)-dione O1C(=CC=C1)N1C(N(C(C2=CC=CC=C12)=O)C=1C=NC=CC1)=O